5-phenoxy-[1,1'-biphenyl]-3,4'-diol O(C1=CC=CC=C1)C=1C=C(C=C(C1)C1=CC=C(C=C1)O)O